N-benzyl-4-(2-(4-fluoro-2,6-dimethylphenoxy)-5-(2-hydroxypropan-2-yl)phenyl)-6-methyl-7-oxo-6,7-dihydrothieno[2,3-c]pyridine-2-carboxamide C(C1=CC=CC=C1)NC(=O)C1=CC2=C(C(N(C=C2C2=C(C=CC(=C2)C(C)(C)O)OC2=C(C=C(C=C2C)F)C)C)=O)S1